1-(4-((6-methoxy-2-(2-methoxyimidazo[2,1-b][1,3,4]thiadiazol-6-yl)pyrazolo[1,5-a]pyridin-4-yloxy)methyl)-5-methylthiazol-2-yl)azetidine-3-carbonitrile COC=1C=C(C=2N(C1)N=C(C2)C=2N=C1SC(=NN1C2)OC)OCC=2N=C(SC2C)N2CC(C2)C#N